CC=1C=C(C=C(C1)C)[SiH](C)C (3,5-dimethylphenyl)dimethylsilane